FC1(C2CN(CC12)C1=CC=C(C(=N1)CO)CN1N=NC(=C1)C(=O)N[C@@H]1CCC=2N(C=NC21)C)F 1-[(6-{6,6-difluoro-3-azabicyclo[3.1.0]hexan-3-yl}-2-(hydroxymethyl)pyridin-3-yl)methyl]-N-[(4R)-1-methyl-1H,4H,5H,6H-cyclopenta[d]imidazol-4-yl]-1H-1,2,3-triazole-4-carboxamide